ClC=1C=C2C=CC(NC2=C(C1)C)=O 6-chloro-8-methyl-1H-quinolin-2-one